[Cu+2].C(C)C1=C2NC(=C1CC)C=C1C(=C(C(=N1)C=C1C(=C(C(N1)=CC=1C(=C(C(N1)=C2)CC)CC)CC)CC)CC)CC 2,3,7,8,12,13,17,18-Octaethyl-21H,23H-porphine copper (II)